BrC1=CC=C2CCNC2=C1C 6-bromo-7-methylindoline